(2S)-4-[3-(dimethylamino)propionyloxy]-1-(6-oxo-6-undecoxy-hexyl)pyrrolidine-2-carboxylic acid [9-(1-octylnonyloxy)-9-oxo-nonyl] ester C(CCCCCCC)C(CCCCCCCC)OC(CCCCCCCCOC(=O)[C@H]1N(CC(C1)OC(CCN(C)C)=O)CCCCCC(OCCCCCCCCCCC)=O)=O